C1(=CC=CC=C1)C(=NC1=CC2=C(N=C(S2)CC2=CC(=CC=C2)C(F)(F)F)C=C1)C1=CC=CC=C1 N-(diphenylmethylene)-2-(3-(trifluoromethyl)benzyl)benzo[d]thiazol-6-amine